CN1N=CC(=C1)C1=CNC2=NC=C(N=C21)N[C@@H](C)C=2C=C(C=CC2)NC(C2=CN=C(C=C2)N2CCCC2)=O (S)-N-(3-(1-((7-(1-methyl-1H-pyrazol-4-yl)-5H-pyrrolo[2,3-b]pyrazin-2-yl)amino)ethyl)phenyl)-6-(pyrrolidin-1-yl)nicotinamide